CC1=CN(C2=C1C=NC(=C2C2=CC=CC=C2)C)CC2=C(C=C(C=C2F)S(=O)(=O)N)F 4-[(3,6-dimethyl-7-phenylpyrrolo[3,2-c]pyridin-1-yl)methyl]-3,5-difluorobenzene-1-sulfonamide